COCOC1=C(C=CC=C1)C1=CC2=C(N=N1)N(C(=C2)N2CC1CCC(C2)N1C(=O)OC(C)(C)C)COCC[Si](C)(C)C tert-butyl 3-(3-(2-(methoxymethoxy)phenyl)-7-((2-(trimethylsilyl)ethoxy)methyl)-7H-pyrrolo[2,3-c]pyridazin-6-yl)-3,8-diazabicyclo[3.2.1]octane-8-carboxylate